NC1=C2C(=NC=N1)N(N=C2C2=NOC(=C2C2=CC=C(C=N2)C2CCN(CC2)C(CCCCCCCN2CCC(CC2)C2=CC=C(NC1C(NC(CC1)=O)=O)C=C2)=O)C2CC2)C(C)(C)C 3-[4-[1-[8-[4-[6-[3-(4-amino-1-tert-butyl-pyrazolo[3,4-d]pyrimidin-3-yl)-5-cyclopropyl-isoxazol-4-yl]-3-pyridyl]-1-piperidyl]-8-oxo-octyl]-4-piperidyl]anilino]piperidine-2,6-dione